3-((7-(5-Chloro-1-(piperidin-4-ylmethyl)-1H-indol-7-yl)thieno[3,2-b]pyridine-2-yl)methyl)-6,6-dimethyl-3-azabicyclo[3.1.0]hexane-2,4-dione ClC=1C=C2C=CN(C2=C(C1)C1=C2C(=NC=C1)C=C(S2)CN2C(C1C(C1C2=O)(C)C)=O)CC2CCNCC2